C(C)C=1C=NN2C1N=C(C=C2NCC=2C=CC(=NC2)CCOCCOCCN(C/C=C/C(=O)OC)C)N2[C@@H](CCCC2)CCO (S,E)-methyl 4-((2-(2-(2-(5-(((3-ethyl-5-(2-(2-hydroxyethyl) piperidin-1-yl) pyrazolo[1,5-a]pyrimidin-7-yl)amino) methyl) pyridin-2-yl)ethoxy)ethoxy) ethyl)(methyl)amino)but-2-enoate